Heneicosane Pentacosanoate C(CCCCCCCCCCCCCCCCCCCCCCCC)(=O)O.CCCCCCCCCCCCCCCCCCCCC